C(C)(C)NC1=NC2=CC(=C(C=C2C(=N1)NCN1CCNCC1)OC)OCCCN1CCCC1 N2-isopropyl-6-methoxy-N4-(piperazin-1-ylmethyl)-7-(3-(pyrrolidin-1-yl)propoxy)quinazoline-2,4-diamine